4-vinylepoxycyclohexane ethyl-2-((tert-butoxycarbonyl)amino)-3-nitrobenzoate C(C)OC(C1=C(C(=CC=C1)[N+](=O)[O-])NC(=O)OC(C)(C)C)=O.C(=C)C1CC2C(CC1)O2